5-amino-3-[4-[[(2-methoxybenzoyl)amino]methyl]phenyl]-1-(2-pyridinyl)pyrazole-4-carboxamide NC1=C(C(=NN1C1=NC=CC=C1)C1=CC=C(C=C1)CNC(C1=C(C=CC=C1)OC)=O)C(=O)N